(1-phenylethyl)-2-(piperazin-1-yl)pyrimidine C1(=CC=CC=C1)C(C)C1=NC(=NC=C1)N1CCNCC1